O=C1N(CC2=CC=CN3C2=C1C=N3)CC=3NC1=C(C=CC=C1C3)C(=O)OC methyl 2-((3-oxo-3H-pyrazolo[4,5,1-ij][1,6]naphthyridin-4(5H)-yl) methyl)-1H-indole-7-carboxylate